(S)-1-(5-(pyridazin-3-yl)-1H-pyrrole-2-carbonyl)-N-(3,4,5-trifluorophenyl)pyrrolidine-3-carboxamide N1=NC(=CC=C1)C1=CC=C(N1)C(=O)N1C[C@H](CC1)C(=O)NC1=CC(=C(C(=C1)F)F)F